BUTYL ISOBUTYRATE C(C(C)C)(=O)OCCCC